1,6-bis(N,N'-dibenzylthiocarbamoyldithio)hexane C(C1=CC=CC=C1)N(C(=S)SSCCCCCCSSC(N(CC1=CC=CC=C1)CC1=CC=CC=C1)=S)CC1=CC=CC=C1